ClCOCCl 1-chloromethyl ether